C(C)(C)(C)OC(=O)N1CCC2(N=CC=N2)CC1 1,4,8-triazaspiro[4.5]dec-1,3-diene-8-carboxylic acid tert-butyl ester